1-((2S,4aR,6R,7R,7aR)-2-chloro-7-methoxy-2-oxidotetrahydro-4H-furo[3,2-d][1,3,2]dioxaphosphinin-6-yl)-3-(3-methylbut-2-en-1-yl)pyrimidine-2,4(1H,3H)-dione Cl[P@]1(OC[C@@H]2[C@@H](O1)[C@H]([C@@H](O2)N2C(N(C(C=C2)=O)CC=C(C)C)=O)OC)=O